7-((cis)-4-((R)-3-(methylamino)piperidin-1-yl)cyclohexyl)-5-(4-phenoxyphenyl)-7H-pyrrolo[2,3-d]pyrimidin-4-amine CN[C@H]1CN(CCC1)[C@H]1CC[C@H](CC1)N1C=C(C2=C1N=CN=C2N)C2=CC=C(C=C2)OC2=CC=CC=C2